F[C@@H]1C[C@@H](CC1)C1=NOC(=N1)C1CCN(CC1)C(CC1=NON=C1C)=O 1-(4-(3-((1R,3S)-3-fluorocyclopentyl)-1,2,4-oxadiazol-5-yl)piperidin-1-yl)-2-(4-methyl-1,2,5-oxadiazol-3-yl)ethan-1-one